methyl 3-(N-(2-(pyrazol-1-yl)-5-(trifluoromethyl)phenyl)sulfamoyl)-4-methoxybenzoate N1(N=CC=C1)C1=C(C=C(C=C1)C(F)(F)F)NS(=O)(=O)C=1C=C(C(=O)OC)C=CC1OC